1-[4-chloro-3-(trifluoromethyl)phenyl]-3-{3-[(3-nitrophenyl)diazenyl]phenyl}urea ClC1=C(C=C(C=C1)NC(=O)NC1=CC(=CC=C1)N=NC1=CC(=CC=C1)[N+](=O)[O-])C(F)(F)F